(S)-3-(((2-methyl-6-(methyl-(4-propylphenyl)amino)-1,2,3,4-tetrahydroisoquinolin-1-yl)methyl)amino)isonicotinic acid CN1[C@@H](C2=CC=C(C=C2CC1)N(C1=CC=C(C=C1)CCC)C)CNC1=C(C(=O)O)C=CN=C1